N=1CNC=C2C1C=CS2 2,3-dihydrothieno[3,2-d]pyrimidin